tert-butyl 3-[4-[(5-bromo-3-nitro-2-pyridyl)amino]phenyl]azetidine-1-carboxylate BrC=1C=C(C(=NC1)NC1=CC=C(C=C1)C1CN(C1)C(=O)OC(C)(C)C)[N+](=O)[O-]